1,2,3,4-butanetetracarboxylic acid tetrakis(2-isopropylcyclohexylamide) C(C)(C)C1C(CCCC1)NC(=O)CC(C(CC(=O)NC1C(CCCC1)C(C)C)C(=O)NC1C(CCCC1)C(C)C)C(=O)NC1C(CCCC1)C(C)C